(Z)-2-(5-fluoro-1-(4-(4-(4-fluorophenyl)butyl)benzylidene)-2-methyl-1H-inden-3-yl)acetic acid FC=1C=C2C(=C(/C(/C2=CC1)=C/C1=CC=C(C=C1)CCCCC1=CC=C(C=C1)F)C)CC(=O)O